nickel-iron-lanthanum [La].[Fe].[Ni]